C=1(C(=CC(=CC1)N)N)C(C)C 2,4-cumenediamine